1-(2,6-diethylphenyl)-5-{[3-fluoro-4-(2-fluoro-3-methylpyridin-4-yl)phenyl]methyl}-6-hydroxy-2-(4-methyl-1,3-thiazol-2-yl)-1,4-dihydropyrimidin C(C)C1=C(C(=CC=C1)CC)N1C(=NCC(=C1O)CC1=CC(=C(C=C1)C1=C(C(=NC=C1)F)C)F)C=1SC=C(N1)C